CN(C=1C=CC(=C(C1)N1/C(/SCC1=O)=N/C(=O)NC1=C(C=C(C=C1)C=1N=CN(C1)C1=CC=C(C=C1)S(=O)(=O)C(F)(F)F)F)C(C)C)C (Z)-1-(3-(5-(dimethylamino)-2-isopropylphenyl)-4-oxothiazolidin-2-ylidene)-3-(2-fluoro-4-(1-(4-((trifluoromethyl)sulfonyl)phenyl)-1H-imidazol-4-yl)phenyl)urea